C[C@@H]1CCC(NC1)=O (R)-5-methylpiperidin-2-one